FC(CO)(F)N1N=NC(=C1)[C@H](C=1C(=NC(=CC1)F)C)NC=1C=C2C(=C(C=NC2=C(C1)C#N)C#N)NCC(C)(C)C (S)-6-(((1-(1,1-difluoro-2-hydroxyethyl)-1H-1,2,3-triazol-4-yl)(6-fluoro-2-methylpyridin-3-yl)methyl)amino)-4-(neopentylamino)quinoline-3,8-dicarbonitrile